COS(=O)(=O)[O-].C[NH3+] N-methyl-ammonium methyl-sulfate